C[Si](OC(C)C)(C(C)C)C di(methyl)isopropyl-(sec-propoxy)silane